NC1=CC=C(C=C1)C(C)(C)C1=CC(=CC=C1)O 2-(4-aminophenyl)-2-(3-hydroxyphenyl)-propane